2-[(4-{6-[(4-cyano-2-fluorobenzyl)oxy]pyridin-2-yl}piperidin-1-yl)methyl]-1-[(1-ethyl-1H-imidazol-5-yl)methyl]-1H-benzimidazole-6-carboxylic acid C(#N)C1=CC(=C(COC2=CC=CC(=N2)C2CCN(CC2)CC2=NC3=C(N2CC2=CN=CN2CC)C=C(C=C3)C(=O)O)C=C1)F